ClC=1C=CC(=NC1)[C@H]1[C@@H](CN(CC1)C(=O)OC(C)(C)C)COC(=S)N1C=NC=C1 tert-butyl (3S,4R)-4-(5-chloro-2-pyridyl)-3-(imidazole-1-carbothioyloxymethyl)piperidine-1-carboxylate